mercaptopropionic acid methyl ester COC(C(C)S)=O